(Z)-Cyanomethoxy-imino(phenyl)acetonitril C(#N)CO\N=C(/C#N)\C1=CC=CC=C1